BrC1=C(N=C(S1)N)C1=C(C=CC=C1)OC(C)C 5-bromo-4-(2-isopropoxyphenyl)thiazol-2-amine